3-(3-(4-(benzylthio)phenyl)-5-phenyl-3H-imidazo[4,5-b]pyridin-2-yl)pyridin-2-amine C(C1=CC=CC=C1)SC1=CC=C(C=C1)N1C(=NC=2C1=NC(=CC2)C2=CC=CC=C2)C=2C(=NC=CC2)N